C1(CC1)C1=CC(=NC=C1)C(C#N)C1=C(C=CC=C1)F 2-(4-cyclopropylpyridin-2-yl)-2-(2-fluorophenyl)acetonitrile